BrC=1C(=NC=NC1)COC1=C(C=CC(=C1)CO[Si](C)(C)C(C)(C)C)Br 5-Bromo-4-((2-bromo-5-(((tert-butyldimethylsilyl)oxy)methyl)phenoxy)methyl)pyrimidine